CN1N=C(C(=C1)NC1=CC=C(C=C1)C(F)(F)F)C(=O)O 1-methyl-4-((4-(trifluoromethyl)phenyl)amino)-1H-pyrazole-3-carboxylic acid